N-(3-trimethoxysilylpropyl)aminosuccinic acid diethyl ester C(C)OC(C(CC(=O)OCC)NCCC[Si](OC)(OC)OC)=O